3-[7-(3-chloro-2-cyclopropylphenyl)-8-fluoro-2-[(hexahydro-1H-pyrrolizin-7a-yl)methoxy]pyrido[4,3-d]pyrimidin-4-yl]-3,8-diazabicyclo[3.2.1]octane ClC=1C(=C(C=CC1)C1=C(C=2N=C(N=C(C2C=N1)N1CC2CCC(C1)N2)OCC21CCCN1CCC2)F)C2CC2